NC1=NC=CC=2N1C(=NC2C2CN(CC2)C(C#CC)=O)C2=CC=C(C=C2)OC2=NC=CC(=C2)OC 1-(3-(5-amino-3-(4-((4-methoxypyridin-2-yl)oxy)phenyl)imidazo[1,5-c]pyrimidin-1-yl)pyrrolidin-1-yl)but-2-yn-1-one